3-[difluoro(propoxy)methyl]-6-[6-(2,2,2-trifluoroethoxy)-3-pyridyl]-[1,2,4]triazolo[4,3-a]pyrazine FC(C1=NN=C2N1C=C(N=C2)C=2C=NC(=CC2)OCC(F)(F)F)(OCCC)F